CN(/C=C/C(=O)C1=C(N=C(S1)C)OC1=C(C=C(C=C1)/N=C/N(C)C)OC)C (E)-N'-[4-({5-[(2E)-3-(dimethylamino)prop-2-enoyl]-2-methyl-1,3-thiazol-4-yl}oxy)-3-methoxyphenyl]-N,N-dimethylmethanimidamide